4-bromo-2-(trifluoromethyl)phenol BrC1=CC(=C(C=C1)O)C(F)(F)F